C1(CCC1)N1C(=NC2=C1C=C(C=C2F)OC)NC(CC(C)(C)C)=O N-(1-cyclobutyl-4-fluoro-6-methoxy-1H-benzo[d]imidazol-2-yl)-3,3-dimethylbutanamide